Ethyl 4-(4-((4-(tert-butoxycarbonyl) piperazin-1-yl) methyl) phenylamino)-2-chloro-6-methylpyrimidine-5-carboxylate C(C)(C)(C)OC(=O)N1CCN(CC1)CC1=CC=C(C=C1)NC1=NC(=NC(=C1C(=O)OCC)C)Cl